5-ethoxycarbonylnaphthyl-bicyclo[2.2.1]hept-2-ene C(C)OC(=O)C1=C2C=CC=C(C2=CC=C1)C12C=CC(CC1)C2